6-(hydroxymethyl)-2H-pyrido[3,2-b][1,4]oxazin-3(4H)-one OCC=1C=CC=2OCC(NC2N1)=O